adenosine, magnesium salt [Mg].[C@@H]1([C@H](O)[C@H](O)[C@@H](CO)O1)N1C=NC=2C(N)=NC=NC12